8-bromo-1-(4-methoxybenzyl)-4-(oxazol-5-yl)-1,3-dihydro-2H-benzo[b]azepin-2-one BrC=1C=CC2=C(N(C(CC(=C2)C2=CN=CO2)=O)CC2=CC=C(C=C2)OC)C1